C(C)(C)(C)OC(=O)NC[C@@]1(OC2=C(C1)C(=C(C(=C2)F)Cl)C2=C(C(=O)OC)C=CC(=C2F)OCCO[C@@H]2OCCCC2)C2=CC=CC=C2 methyl (2S)-2-((S)-2-(((tert-butoxycarbonyl)amino)methyl)-5-chloro-6-fluoro-2-phenyl-2,3-dihydrobenzofuran-4-yl)-3-fluoro-4-(2-((tetrahydro-2H-pyran-2-yl)oxy)ethoxy)benzoate